C1(=CC=CC=C1)[C@H](N)[C@H]1CNC2=C(N1)N=CC=C2 (S)-phenyl((R)-1,2,3,4-tetrahydropyrido[2,3-b]pyrazin-3-yl)methanamine